C(C)NC(NC=1OC(=CN1)CC1CCN(CC1)C=1C=CC(=NC1C)C(=O)NC)=O 5-(4-((2-(3-ethylureido)oxazol-5-yl)methyl)piperidin-1-yl)-N,6-dimethylpicolinamide